P(=O)(O)(O)O.C=CCCCCCC.C=CCCCCCC di-octene phosphate